(S)-N-(8,9-Difluoro-6-oxo-1,4,5,6-tetrahydro-2H-pyrano[3,4-c]isoquinolin-1-yl)-5-fluoro-N-methylnicotinamide FC=1C(=CC=2C3=C(NC(C2C1)=O)COC[C@H]3N(C(C3=CN=CC(=C3)F)=O)C)F